C1C(=O)NC(=S)N1 2-thioimidazol-4-one